OC[C@@H]1[C@@H]2CC[C@H](CN1C(=O)OCC[Si](C)(C)C)N2C(=O)OC(C)(C)C 8-(tert-butyl) 3-(2-(trimethylsilyl)ethyl) (1S,2S,5R)-2-(hydroxymethyl)-3,8-diazabicyclo[3.2.1]octane-3,8-dicarboxylate